C(C)(=O)O[C@@H]1CC2=CC[C@H]3[C@@H]4CC=C([C@@]4(C)CC[C@@H]3[C@]2(CC1)C)C=1C=NC=CC1 (3β)-17-(3-pyridyl)-androsta-5,16-dien-3-ol acetate